5-(2'-amino-5-chloro-2,4'-difluoro-[1,1'-biphenyl]-4-carboxamido)-3-chloro-N-propylpicolinamide NC1=C(C=CC(=C1)F)C1=C(C=C(C(=C1)Cl)C(=O)NC=1C=C(C(=NC1)C(=O)NCCC)Cl)F